(S)-3-((R)-(((R)-2-(4-cyanophenyl)propyl)amino)(phenyl)methyl)-N-ethyl-2,3-dihydro-1H-pyrido[2,3-b][1,4]oxazine-7-carboxamide C(#N)C1=CC=C(C=C1)[C@H](CN[C@@H]([C@@H]1CNC2=C(O1)N=CC(=C2)C(=O)NCC)C2=CC=CC=C2)C